CCCCCCCCCCCCCCCCCC(=O)O[C@@H](CO)COC(=O)CCCCCCC/C=C\\C/C=C\\CCCCC The molecule is a 1,2-diacyl-sn-glycerol in which the acyl groups at positions 1 and 2 are specified as (9Z,12Z)-octadecadienoyl and octadecanoyl respectively. It is a diacylglycerol 36:2 and a 1,2-diacyl-sn-glycerol. It derives from a linoleic acid and an octadecanoic acid.